perchlorophthalic anhydride ClC1=C2C(C(=O)OC2=O)=C(C(=C1Cl)Cl)Cl